(1R,4R)-4-(((6-chloro-2-((4-((2S,6R)-2,6-dimethyl-morpholino)phenyl)amino)-5-fluoro-pyrimidin-4-yl)oxy)methyl)cyclohexan ClC1=C(C(=NC(=N1)NC1=CC=C(C=C1)N1C[C@@H](O[C@@H](C1)C)C)OCC1CCCCC1)F